1,4-Diacetoxy-(Z)-But-2-en C(C)(=O)OC\C=C/COC(C)=O